NC=1CC(=CC2=C(N1)C=C(C=C2)C(C(NC=2C=NC=1CCNCC1C2)=O)(C)C)C(=O)N(CCC)CCC 2-amino-8-(2-methyl-1-oxo-1-((5,6,7,8-tetrahydro-1,6-naphthyridin-3-yl)amino)propan-2-yl)-N,N-dipropyl-3H-benzo[b]azepine-4-carboxamide